C(C1=CC=CC=C1)N1N=C(C=C1C(=O)NC1CCOCC1)C(=O)NC 1-benzyl-N3-methyl-N5-(tetrahydro-2H-pyran-4-yl)-1H-pyrazole-3,5-dicarboxamide